CC1([C@@H](N2[C@H](S1)[C@@H](C2=O)NC(=O)CC3=CC=CC=C3)C(=O)[O-])C.CC1([C@@H](N2[C@H](S1)[C@@H](C2=O)NC(=O)CC3=CC=CC=C3)C(=O)[O-])C.C1=CC=C(C=C1)C[NH2+]CC[NH2+]CC2=CC=CC=C2 The molecule is a benzathine(2+) salt in which the counter anions are benzylpenicillin(1-). Drug-of-choice when prolonged low concentrations of benzylpenicillin are required and appropriate. It contains a benzylpenicillin(1-).